2-hydroxy-3-methoxy-5-(5-morpholino-1H-benzo[d]imidazol-2-yl)benzoic acid OC1=C(C(=O)O)C=C(C=C1OC)C1=NC2=C(N1)C=CC(=C2)N2CCOCC2